C(C)(C)OC(C)(C)C=1N=C(SC1)NC(=O)C=1N(C(=CC1)C(=O)N(C)C)CC1=CC=NC=C1 N2-(4-(2-isopropoxypropan-2-yl)thiazol-2-yl)-N5,N5-dimethyl-1-(pyridin-4-ylmethyl)-1H-pyrrole-2,5-dicarboxamide